O=C1NC(CCC1NC(=O)C=1C=C(SC1NC(C)=O)C(=O)NC)=O N4-(2,6-dioxopiperidin-3-yl)-5-acetamido-N2-methylthiophene-2,4-dicarboxamide